C1(=CC=CC=C1)P(C1=CC=CC=C1)C1=CC=CC=C1.BrC(C(=O)O)CCC bromovaleric acid triphenylphosphine salt